N-[2-[(4,4-difluorocyclohexyl)amino]-1-(5-fluoro-3-pyridyl)-2-oxo-ethyl]-4-methyl-5-oxo-N-[4-(pentafluoro-λ6-sulfanyl)phenyl]piperazine-2-carboxamide FC1(CCC(CC1)NC(C(C=1C=NC=C(C1)F)N(C(=O)C1NCC(N(C1)C)=O)C1=CC=C(C=C1)S(F)(F)(F)(F)F)=O)F